2-(2-(methoxymethyl)pyrrolidin-1-yl)ethan-1-one COCC1N(CCC1)CC=O